C(C)C1=C(C(=C(C(=C1C)OCCC)CC)C)O 2,5-diethyl-3,6-dimethyl-4-propoxyphenol